C1CC12CCN(CC2)C2=C(C(=N)N)C=CC(=C2)Br 2-(6-azaspiro[2.5]octan-6-yl)-4-bromo-benzamidine